FC1(OC2=C(O1)C=CC=C2I)F 2,2-Difluoro-4-iodo-1,3-benzodioxole